2-bromo-3-methyl-5-((tetrahydrofuran-3-yl)oxy)pyridine BrC1=NC=C(C=C1C)OC1COCC1